3-methoxy-5-methyl-1-oxoheptan COC(CC=O)CC(CC)C